FC1(N(C(C(C1(F)F)(F)F)(F)F)C(C(C1OCCC1)(F)F)F)F 2,2,3,3,4,4,5,5-octafluoro-1-(1,2,2-trifluoro-2-(tetrahydrofuran-2-yl)ethyl)pyrrolidine